CC=CC1=CC=CC=C1 alpha-methylstyrol